C(C)(C)(C)OC(=O)N1CCN(CC1)CC1=CC=C(C(=O)O)C=C1 4-((4-(tert-Butoxycarbonyl)piperazin-1-yl)methyl)benzoic acid